(Z)-2-(2-(3-(4-(2,6-dimethoxy-4-(1,4,5-trimethyl-6-oxo-1,6-dihydropyridin-3-yl)benzyl)piperazin-1-yl)phenyl)pyrrolidine-1-carbonyl)-4-methylpent-2-enenitrile COC1=C(CN2CCN(CC2)C=2C=C(C=CC2)C2N(CCC2)C(=O)\C(\C#N)=C/C(C)C)C(=CC(=C1)C1=CN(C(C(=C1C)C)=O)C)OC